S1C(=NC2=C1C=CC=C2)NC(=O)C=2C=CC=C1CCN(CC21)C2=CC=C(C(=N2)C(=O)OC(C)(C)C)C=2C(=C(C=CC2)CCCOC2CCN(CC2)CC(=O)O)C 2-[4-[3-[3-[6-[8-(1,3-benzothiazol-2-ylcarbamoyl)-3,4-dihydro-1H-isoquinolin-2-yl]-2-tert-butoxycarbonyl-3-pyridyl]-2-methyl-phenyl]propoxy]-1-piperidyl]acetic acid